Tert-butyl((3aS,8bR,E)-2-oxo-3-((((S)-3-oxo-1,3-dihydroisobenzofuran-1-yl)oxy)methylene)-3,3a,4,8b-tetrahydro-2H-indeno[1,2-b]furan-7-yl)carbamate C(C)(C)(C)OC(NC1=CC=C2C[C@@H]\3[C@@H](OC(/C3=C/O[C@H]3OC(C4=CC=CC=C34)=O)=O)C2=C1)=O